C(C)NS([O-])(=O)=O.[NH+]1=CC=CC=C1 Pyridinium N-ethylsulfamate